6-(5,6-dimethoxypyridin-3-yl)-5-methoxy-2-morpholino-N-(pyridin-3-yl)pyrimidin-4-amine COC=1C=C(C=NC1OC)C1=C(C(=NC(=N1)N1CCOCC1)NC=1C=NC=CC1)OC